tert-butyl 4-(2-(7-((3-((2,6-dimethylphenyl) amino)-1-methyl-1H-pyrazolo[3,4-d]pyrimidin-6-yl)amino)-3,4-dihydroisoquinolin-2(1H)-yl)-2-oxoethoxy)piperidine-1-carboxylate CC1=C(C(=CC=C1)C)NC1=NN(C2=NC(=NC=C21)NC2=CC=C1CCN(CC1=C2)C(COC2CCN(CC2)C(=O)OC(C)(C)C)=O)C